C(C)(C)(C)C1=NN=C(O1)C(=O)NCC1=C(C=C(C=C1)C=1C=2N(C=C(N1)C=1C=NN(C1)C)N=CC2)C (tert-butyl)-N-(2-methyl-4-(6-(1-methyl-1H-pyrazol-4-yl)pyrazolo[1,5-a]pyrazin-4-yl)benzyl)-1,3,4-oxadiazole-2-carboxamide